(3R)-1-(6-{4-[2-(2-Fluoro-6-methoxyphenyl)pyrimidin-4-yl]-1H-pyrazol-1-yl}pyridin-2-yl)-N,N-dimethylpyrrolidin-3-amine FC1=C(C(=CC=C1)OC)C1=NC=CC(=N1)C=1C=NN(C1)C1=CC=CC(=N1)N1C[C@@H](CC1)N(C)C